NC1=C(C=C(C=N1)NC(C(=O)N1[C@@H](C[C@H]([C@H](C1)C)OC(C)C)C=1C=CC2=C(N=CS2)C1)=O)CC N-(6-amino-5-ethyl-3-pyridyl)-2-[(2S,4R,5S)-2-(1,3-benzothiazol-5-yl)-4-Isopropoxy-5-methyl-1-piperidyl]-2-oxo-acetamide